(4aR,8aS)-6-[3-[(2-chloro-4-fluoro-phenyl)methoxy]azetidine-1-carbonyl]-4,4a,5,7,8,8a-hexahydropyrido[4,3-b][1,4]oxazin-3-one ClC1=C(C=CC(=C1)F)COC1CN(C1)C(=O)N1C[C@@H]2[C@@H](OCC(N2)=O)CC1